NC1=NC=CC=C1C1=NC=2C(=NC=C(C2)Br)N1C=1C=C2CC[C@@H](C2=CC1)NC(C)=O N-[(1S)-5-[2-(2-aminopyridin-3-yl)-6-bromoimidazo[4,5-b]pyridin-3-yl]-2,3-dihydro-1H-inden-1-yl]acetamide